o-HydroxyMethyl-Phenol OCC1=C(C=CC=C1)O